(S)-2-((2S,3R)-3-amino-2-hydroxy-4-phenylbutanamido)-N-(11-(3-(7-(4-(2-hydroxyethyl)piperazin-1-yl)-2-methyl-3-phenylpyrazolo[1,5-a]pyrimidin-5-yl)phenyl)undecyl)-4-methylpentanamide N[C@@H]([C@@H](C(=O)N[C@H](C(=O)NCCCCCCCCCCCC1=CC(=CC=C1)C1=NC=2N(C(=C1)N1CCN(CC1)CCO)N=C(C2C2=CC=CC=C2)C)CC(C)C)O)CC2=CC=CC=C2